C(C)(C)(C)C1=CC=CC(=N1)C1=CC=CC=2N=C(SC21)N 7-(6-(tert-butyl)pyridin-2-yl)benzo[d]Thiazol-2-amine